N1N=C(C=C1)CNC(=O)C1N(CCN(C1)C=1C=2C(N=CN1)=NN(C2)C2=CC=C(C=C2)C)C N-((1H-pyrazol-3-yl)methyl)-1-methyl-4-(2-(p-tolyl)-2H-pyrazolo[3,4-d]pyrimidin-4-yl)piperazine-2-carboxamide